NC=1C(=C(C=C2C=C(N=CC12)NC(O[C@H]1CN(CCOC1)C)=O)C1=C(C2=C(OCCN2)N=C1)C)F (S)-4-Methyl-1,4-oxazepan-6-yl (8-amino-7-fluoro-6-(8-methyl-2,3-dihydro-1H-pyrido[2,3-b][1,4]oxazin-7-yl)isoquinolin-3-yl)carbamate